4-chloro-5-(chloromethyl)thiophene-2-carbonyl chloride ClC=1C=C(SC1CCl)C(=O)Cl